2-Methyloxazolo[4,5-b]pyridin-6-ol CC=1OC=2C(=NC=C(C2)O)N1